iodomesitylene bis(pivalate) C(C(C)(C)C)(=O)O.C(C(C)(C)C)(=O)O.IC1=C(C=C(C=C1C)C)C